NC1=C2C=CC=NC2=C(C=N1)C#CC1=C(C(=NC=C1)NS(=O)(=O)C=1C(=NC=C(C1)Cl)OC)F N-{4-[2-(5-amino-1,6-naphthyridin-8-yl)ethynyl]-3-fluoropyridin-2-yl}-5-chloro-2-methoxypyridine-3-sulfonamide